C(C)(C)(C)OC(=O)N1CCC(CC1)N1N=CC(=C1)NC1=NC=C(C(=N1)C1=CC=C(C=C1)C(=O)OC)C.BrC=1C=C2C(=C(C=NC2=CC1)S(=O)(=O)C1=CC=CC=C1)C1=CC=CC=C1 6-bromo-4-phenyl-3-(phenylsulfonyl)quinoline tert-Butyl-4-(4-((4-(4-(methoxycarbonyl)phenyl)-5-methylpyrimidin-2-yl)amino)-1H-pyrazol-1-yl)piperidine-1-carboxylate